C[C@@H]1CN(CC[C@@H]1N[C@@H](C)C1=CC=CC=C1)S(=O)(=O)C (3R,4S)-3-methyl-1-(methylsulfonyl)-N-((S)-1-phenylethyl)piperidin-4-amine